ethyl 2-{[1-(tert-butoxycarbonyl) azetidin-3-yl] methyl}-8-methyl-4,5-dihydro-2H-furo[2,3-g]indazole-7-carboxylate C(C)(C)(C)OC(=O)N1CC(C1)CN1N=C2C3=C(CCC2=C1)OC(=C3C)C(=O)OCC